COCCNC(=O)C1C(N(C(C2=CC=CC=C12)=O)CC1=CC=C(C=C1)Cl)C1=CNC2=CC=CC=C12 2-(4-chloro-benzyl)-3-(1H-indol-3-yl)-1-oxo-1,2,3,4-tetrahydro-isoquinoline-4-carboxylic acid (2-methoxyethyl)-amide